ClC1=C(C(=C(C=C1F)[C@H]1C[C@@H]([C@@H](C=2C=C(C=C(C12)C#N)F)F)F)C)C#N (5R,6S,8R)-8-(4-Chloro-3-cyano-5-fluoro-2-methylphenyl)-3,5,6-trifluoro-5,6,7,8-tetrahydronaphthalene-1-carbonitrile